N(=C=O)CCC[Si](OC)(OC)OC (gamma-isocyanatopropyl)trimethoxysilane